N1=C(C=CC=C1)[Sn](CCCC)(CCCC)CCCC 2-Pyridyltributyltin